C1COCCO1 3,6-dioxane